ClC=1C=C(OC2CCC(CC2)NC(=O)C=2N=NC(=CC2)N2CCC(CC2)=O)C=CC1C#N N-((1r,4r)-4-(3-Chloro-4-cyanophenoxy)cyclohexyl)-6-(4-oxopiperidin-1-yl)pyridazine-3-carboxamide